N-((1S,3S)-3-aminocyclohexyl)-4-(5-methyl-7H-pyrrolo[2,3-d]pyrimidin-4-yl)-3,4-dihydro-2H-1,4-thiazine-6-carboxamide hydrochloride Cl.N[C@@H]1C[C@H](CCC1)NC(=O)C1=CN(CCS1)C=1C2=C(N=CN1)NC=C2C